N1=CN=C(C2=C1NC=C2)NC2=C(C=CC(=C2)C#CC(C)(C=2SC=CN2)O)N2C[C@H](CCC2)C#N (S)-1-(2-((7H-pyrrolo[2,3-d]pyrimidin-4-yl)amino)-4-(3-hydroxy-3-(thiazol-2-yl)but-1-yn-1-yl)phenyl)piperidine-3-carbonitrile